trifluoroethoxyphenyl-trimethoxysilane methylenebis-behenate C(CCCCCCCCCCCCCCCCCCCCCC(=O)O)CCCCCCCCCCCCCCCCCCCCCC(=O)O.FC(COCO[Si](OC)(OC)C1=CC=CC=C1)(F)F